C(C)(C)OS(=O)(=O)C1=C(C=C(C=C1)C)C 2,4-dimethyl-benzenesulfonic acid isopropyl ester